Methylenebis(benzotriazolyl)(tetramethylbutyl)phenol C=C1C(C(=C(C(=C1)O)C(C(CC)(C)C)(C)C)C1=CC=CC=2NN=NC21)C2=CC=CC=1NN=NC12